1-(5-tert-butylisoxazol-3-yl)-3-[2-methylsulfanyl-4-[(3-oxo-4H-pyrido[3,2-b][1,4]oxazin-8-yl)oxy]phenyl]urea C(C)(C)(C)C1=CC(=NO1)NC(=O)NC1=C(C=C(C=C1)OC1=CC=NC2=C1OCC(N2)=O)SC